S1C2=C(C=C1)C(=CC=C2)N2CCN(CC2)CCCCOC2=CC=C1C=CC(N(C1=C2)COC(CCCCCCCCCCC)=O)=O dodecanoic acid 7-[4-(4-benzo[b]thiophen-4-ylpiperazin-1-yl)butoxy]-2-oxo-2H-quinolin-1-ylmethyl ester